BrCCCCCCCO 7-bromo-1-heptanol